FC1(CCN(CC1)C=1N=C(C=C2C=CC(=NC12)C)C=1C(=C(C(=O)N)C=CC1NS(=O)(=O)CCO)N1CCC2(CC2)CC1)F (8-(4,4-difluoropiperidin-1-yl)-2-methyl-1,7-naphthyridin-6-yl)-4-(2-hydroxyethylsulfonylamino)-2-(6-azaspiro[2.5]oct-6-yl)benzamide